(3-methylphenyl)-3-butyn-2-one CC=1C=C(C=CC1)CC(C#C)=O